ClC=1C=CC(=NC1)NC([C@H](C)N1C[C@@H](CCC1)C1=CNC(C(=C1)C1CC1)=O)=O (S)-N-(5-chloropyridin-2-yl)-2-((S)-3-(5-cyclopropyl-6-oxo-1,6-dihydropyridin-3-yl)piperidin-1-yl)propionamide